5-hydroxy-3-(hydroxymethyl)pentanoic acid OCCC(CC(=O)O)CO